FC(C(=O)O)(F)F.FC1=C(C=CC=C1)S(=O)(=O)NC=1C(=NC=C(C1)C=1C(=C2C(=CC=NC2=CC1)N1CCNCC1)F)OC 2-fluoro-N-(5-(5-fluoro-4-(piperazin-1-yl)quinolin-6-yl)-2-methoxypyridin-3-yl)benzenesulfonamide trifluoroacetate salt